2-chloro-5-({[(1-hydroxycyclopropyl)carbonyl]amino}methyl)-N-{1-[4-methoxy-3-(trifluoromethyl)phenyl]-1H-indazol-4-yl}benzamide manganese [Mn].ClC1=C(C(=O)NC2=C3C=NN(C3=CC=C2)C2=CC(=C(C=C2)OC)C(F)(F)F)C=C(C=C1)CNC(=O)C1(CC1)O